C(C1=CC=CC=C1)OC=1C=C2CCC(=C(C2=CC1)C1=CC=C(C=C1)N1CCC(CC1)C(OC)OC)C(=O)OC1=CC=CC=C1 phenyl 6-(benzyloxy)-1-(4-(4-(dimethoxymethyl)piperidin-1-yl)phenyl)-3,4-dihydronaphthalene-2-carboxylate